C[N+](CC)(C)CC1=CC=CC=C1 N,N-dimethyl-N-ethylbenzylammonium